The molecule is an N-nitrosourea that is urea in which one of the nitrogens is substituted by a 2-chloroethyl group and by a nitroso group, while the other nitrogen is substituted by a cyclohexyl group. An alkylating antineoplastic agent, it is used in the treatment of brain tumours, lung cancer, malignant melanoma and other solid tumours. It has a role as an alkylating agent and an antineoplastic agent. It is a member of N-nitrosoureas and an organochlorine compound. C1CCC(CC1)NC(=O)N(CCCl)N=O